C(#N)N1CCOCC1 cyano-morpholin